N-{(1S)-1-cyano-2-[(3S)-2-oxopiperidin-3-yl]ethyl}-N2-(1-hydroxycyclopentane-1-carbonyl)-L-leucinamide C(#N)[C@H](C[C@H]1C(NCCC1)=O)NC([C@@H](NC(=O)C1(CCCC1)O)CC(C)C)=O